C(C)(C)(C)OC(NCCC#CC1=NC(=CC=C1[N+](=O)[O-])OC)=O (4-(6-methoxy-3-nitropyridin-2-yl)but-3-yn-1-yl)-carbamic acid tert-butyl ester